Methyl 2-(8-(5-(((5-fluoro-2,3-dihydrobenzofuran-4-yl)methyl)amino)-[1,2,4]triazolo[4,3-c]pyrimidin-8-yl)-5-methylimidazo[1,2-a]pyridin-3-yl)acetate FC=1C=CC2=C(CCO2)C1CNC1=NC=C(C=2N1C=NN2)C=2C=1N(C(=CC2)C)C(=CN1)CC(=O)OC